[4-[[1-(difluoromethyl)pyrazol-4-yl]-phenyl-carbamoyl]-1,5-dimethyl-pyrrol-2-yl]-2-[2-[4-(2-morpholinoethoxy)phenyl]acetyl]-3,4-dihydro-1H-isoquinoline-7-carboxylic acid FC(N1N=CC(=C1)N(C(=O)C=1C=C(N(C1C)C)C1N(CCC2=CC=C(C=C12)C(=O)O)C(CC1=CC=C(C=C1)OCCN1CCOCC1)=O)C1=CC=CC=C1)F